N-[3-fluoro-5-(propan-2-yl)pyridin-2-yl]-2-[(1-methyl-1H-1,2,3,4-tetrazol-5-yl)sulfanyl]-5-nitrobenzamide FC=1C(=NC=C(C1)C(C)C)NC(C1=C(C=CC(=C1)[N+](=O)[O-])SC1=NN=NN1C)=O